CC(CS(=O)C)(C)NC(=O)C=1C2=CN(N=C2C(=CC1)F)C=1C=NC=CC1 N-[1,1-dimethyl-2-(methylsulfinyl)ethyl]-7-fluoro-2-(3-pyridinyl)-2H-indazole-4-carboxamide